FC=1C=C(C=CC1)[C@]12C(OC[C@H]2C1)=O |&1:11| (1S,SR)-1-(3-fluorophenyl)-3-oxabicyclo[3.1.0]hexan-2-one